OCC1=C(C=C(C(=O)N(C)C)C=C1)C1=CC2=C(NC(=N2)C)C=C1 4-(hydroxymethyl)-N,N-dimethyl-3-(2-methyl-1H-benzimidazol-5-yl)benzamide